C(C1=CC=CC=C1)OC=1C=C2C=CC(=CC2=C(C1N1S(NC(C1)=O)(=O)=O)F)O[C@@H]1CN(CC1)C(=O)OC(C)(C)C tert-butyl (3S)-3-[[6-benzyloxy-8-fluoro-7-(1,1,4-trioxo-1,2,5-thiadiazolidin-2-yl)-2-naphthyl]oxy]pyrrolidine-1-carboxylate